(S)-2-amino-3-(3-(benzamidomethyl)phenyl)propanoic acid N[C@H](C(=O)O)CC1=CC(=CC=C1)CNC(C1=CC=CC=C1)=O